Pyridin-5(4H)-one N=1C=CCC(C1)=O